CN(C(C1=CC(=CC(=C1)C(F)(F)F)C(F)(F)F)=O)C(C)C1=NC=CN=C1C=1OC(C(N(N1)C)=O)(C)C N-Methyl-3,5-bis(trifluoromethyl)-N-(1-(3-(4,6,6-trimethyl-5-oxo-5,6-dihydro-4H-1,3,4-oxadiazin-2-yl)pyrazin-2-yl)ethyl)benzamide